C[Si](C)(C)C#CC1=CC=C(C=C1)C1CCN(CC1)C(=O)OC(C)(C)C tertbutyl 4-(4-((trimethylsilyl)ethynyl)phenyl)piperidine-1-carboxylate